ClC1=CC=C(CNC(=O)N)C=C1 (4-chlorobenzyl)urea